5,6-dimethyl-benzo[d]thiazol-2-amine CC=1C(=CC2=C(N=C(S2)N)C1)C